C(C)C1=NC(=CC(N1CC1=CC(=NO1)C1=CC(=C(C(=C1)C(F)(F)F)F)O)=O)C1=CC=CC=C1 2-Ethyl-3-((3-(4-fluoro-3-hydroxy-5-(trifluoromethyl)phenyl)isoxazol-5-yl)methyl)-6-phenylpyrimidin-4(3H)-one